NC1=CC=C(C=C1)N1CCC2(C(C=3C=CSC3N=C12)=O)O 12-(4-aminophenyl)-9-hydroxy-4-thia-2,12-diazatricyclo[7.3.0.03,7]dodeca-1,3(7),5-trien-8-one